C(CCC)C=1N(C2=C(C=NC=3C=CC=CC23)N1)CC1=CC=C(C=C1)CO[Si](C)(C)C(C)(C)C 2-butyl-1-(4-(((tert-butyldimethylsilyl)oxy)methyl)benzyl)-1H-imidazo[4,5-c]quinoline